C(#N)C1=CC=C(C=C1)C1(CC1)NC([C@@H](C(C)C)O)=O (R)-N-(1-(4-cyanophenyl)cyclopropyl)-2-hydroxy-3-methylbutanamide